ClCC(=O)NC=1C=C(C(=NC1)C)NC(=O)C=1C=NN2C1SC(=C2)C2=CNC=C2 N-(5-(2-chloroacetamido)-2-methylpyridin-3-yl)-2-(1H-pyrrol-3-yl)pyrazolo[5,1-b]thiazole-7-carboxamide